4-(Tert-butyl)-N-(4-(6-methylpyridin-3-yl)-3-(2H-tetrazol-5-yl)phenyl)piperidine-1-carboxamide C(C)(C)(C)C1CCN(CC1)C(=O)NC1=CC(=C(C=C1)C=1C=NC(=CC1)C)C=1N=NNN1